N-(3-chlorophenyl)-2-((2-phenoxyethyl)seleno)benzamide ClC=1C=C(C=CC1)NC(C1=C(C=CC=C1)[Se]CCOC1=CC=CC=C1)=O